4-(3-acrylamidophenoxy)-2-(6-methoxypyridin-3-ylamino)-pyrimidine-5-carboxylic acid cyclopropylamide C1(CC1)NC(=O)C=1C(=NC(=NC1)NC=1C=NC(=CC1)OC)OC1=CC(=CC=C1)NC(C=C)=O